COC=1C=C(C=C(C1)OC)CCC1=C(C(=O)O)C=CC=C1C(=O)O (3,5-dimethoxyphenyl)ethylisophthalic acid